N1CC(SCC1)C(=O)N thiomorpholine-2-carboxamide